C(C1=CC=CC=C1)OC(=O)N1C(C=CC1)C 2-methyl-3-pyrroline-1-carboxylic acid benzyl ester